2-methyl-N-(naphthalen-1-yl(tetrahydro-2H-pyran-4-yl)methyl)-5-nitrobenzamide CC1=C(C(=O)NC(C2CCOCC2)C2=CC=CC3=CC=CC=C23)C=C(C=C1)[N+](=O)[O-]